C1(CC1)=C[C@@H](CO)NC(CNC(OC(C)(C)C)=O)=O tert-butyl N-[2-[[(1S)-1-(cyclopropylidenemethyl)-2-hydroxy-ethyl]amino]-2-oxo-ethyl]carbamate